(4R)-4-{(1R,2R)-3-[(4R)-4-benzyl-2-oxo-1,3-oxazolidin-3-yl]-2-cyclopropyl-1-hydroxy-3-oxopropyl}-2,2-dimethyl-1,3-oxazolidin-3-carboxylic acid tert-butyl ester C(C)(C)(C)OC(=O)N1C(OC[C@@H]1[C@@H]([C@H](C(=O)N1C(OC[C@H]1CC1=CC=CC=C1)=O)C1CC1)O)(C)C